C(C)(=O)OI(C1=CC=CC=C1)OC(C)=O 2-(Diacetoxyiodo)benzene